C(=O)O.N1N=CC(=C1)C=1SC=C(N1)C(=O)NC=1C(=NNC1)C1=NC=CC=C1 2-(1H-pyrazol-4-yl)-N-(3-(pyridin-2-yl)-1H-pyrazol-4-yl)thiazole-4-carboxamide Formic Acid Salt